OSC1(CNC1)C1=CC=C(C=C1)C(=O)N1CCC(CC1)C1=CC=C(C=C1)C(F)(F)F (4-(3-hydroxythioazetidin-3-yl)phenyl)(4-(4-(trifluoromethyl)phenyl)piperidin-1-yl)methanone